6E-Nonatrienal C(C=CC=C\C=C\CC)=O